C(C)(C)(C)O[Si](C)(C)OC(C)(C)C di-tert-butoxy(dimethyl)silane